5'-chloro-2'-[(1S,4S)-2-oxa-5-azabicyclo[2.2.1]heptan-5-ylmethyl]-7',8'-dihydro-6'H-spiro[cyclohexane-1,9'-furo[2,3-f]quinazoline]-7'-one ClC=1C=C2C(=C3C4(NC(NC13)=O)CCCCC4)OC(=C2)CN2[C@@H]4CO[C@H](C2)C4